3-((5,7-difluoro-2-methyl-1H-benzo[d]imidazol-6-yl)ethynyl)-1-((3S,5R)-5-(methoxymethyl)pyrrolidin-3-yl)-1H-pyrazolo[4,3-c]pyridin-4-amine FC1=CC2=C(NC(=N2)C)C(=C1C#CC1=NN(C2=C1C(=NC=C2)N)[C@@H]2CN[C@H](C2)COC)F